NC=1C=C(C=C(C1)C(F)(F)F)[C@@H](C)NC1=NC(=NC2=CC(=C(C=C12)OCCOC)OC)C (R)-N-(1-(3-amino-5-(trifluoromethyl)phenyl)ethyl)-7-methoxy-6-(2-methoxyethoxy)-2-methyl-quinazolin-4-amine